N[C@@]1(CN(CC1)C1=C(C=NC=C1C1=CC(=CC(=C1)F)F)C(=O)NC12CC(C1)C2)C 4-[(3S)-3-amino-3-methylpyrrolidin-1-yl]-N-{bicyclo[1.1.1]pentan-1-yl}-5-(3,5-difluorophenyl)pyridine-3-carboxamide